CCCCCCCCCCCCCCCC/C=C\OC[C@H](COP(=O)([O-])OCC[N+](C)(C)C)O 1-O-1'-(Z)-octadecenyl-2-hydroxy-sn-glycero-3-phosphocholine